C1(CCCCC1)CC(=O)O[C@@H]1[C@H](O[C@H]([C@]1(C)F)N1C2=NC(=NC(=C2N=C1)NC)N)COC(C)=O (2R,3R,4R,5R)-2-(acetoxymethyl)-5-(2-amino-6-(methylamino)-9H-purin-9-yl)-4-fluoro-4-methyltetrahydrofuran-3-yl 2-cyclohexylacetate